[1,3-bis(2,6-diisopropylphenyl)imidazol-2-ylidene]triphenylphosphine nickel (II) chloride [Ni](Cl)Cl.C(C)(C)C1=C(C(=CC=C1)C(C)C)N1C(N(C=C1)C1=C(C=CC=C1C(C)C)C(C)C)=P(C1=CC=CC=C1)(C1=CC=CC=C1)C1=CC=CC=C1